[2-(aminomethyl)-3,3-difluoro-allyl]-4-[[2-(4-piperazin-1-ylphenyl)phenyl]methyl]-1,2,4-triazol-3-one bistrifluoroacetate salt FC(C(=O)O)(F)F.FC(C(=O)O)(F)F.NCC(CC=1N(C(NN1)=O)CC1=C(C=CC=C1)C1=CC=C(C=C1)N1CCNCC1)=C(F)F